C1(=CC=C(C=C1)[C@]1(CC[C@@]2([C@H]3CC[C@@]4([C@H](CC[C@H]4[C@@H]3C(C[C@@H]2C1)(F)F)[C@@H](CCC(=O)O)C)C)C)O)C1=CC=CC=C1 (R)-4-((3R,5S,8R,9S,10S,13R,14S,17R)-3-([1,1'-biphenyl]-4-yl)-7,7-difluoro-3-hydroxy-10,13-dimethylhexadecahydro-1H-cyclopenta[a]phenanthren-17-yl)pentanoic acid